4-([1,1'-biphenyl]-4-yl)-6-(3-bromo-5-chlorophenyl)-2-phenylpyrimidine C1(=CC=C(C=C1)C1=NC(=NC(=C1)C1=CC(=CC(=C1)Cl)Br)C1=CC=CC=C1)C1=CC=CC=C1